1-[[6-chloro-2-(methoxymethyl)imidazo[2,1-b][1,3,4]thiadiazol-5-yl]methyl]-3-propyl-2H-pyrrol-5-one ClC=1N=C2SC(=NN2C1CN1CC(=CC1=O)CCC)COC